C1(CC1)CCN(C1=C2CN(C(C2=CC=C1)=O)C1C(NC(CC1)=O)=O)C1CCC(CC1)N[C@H](C(F)(F)F)C 3-(4-((2-cyclopropylethyl)((1S,4r)-4-(((S)-1,1,1-trifluoropropan-2-yl)amino)cyclohexyl)amino)-1-oxoisoindolin-2-yl)piperidine-2,6-dione